4-[2-(1H-indazol-4-yl)-6-[[4-(methylsulfonyl)piperazin-1-yl]methyl]thieno-[3,2-d]pyrimidin-4-yl]morpholine N1N=CC2=C(C=CC=C12)C=1N=C(C2=C(N1)C=C(S2)CN2CCN(CC2)S(=O)(=O)C)N2CCOCC2